ClC=1C=C(C=CC1F)N(C(=O)[C@H]1N(C(N(C1)CC(C)O)=O)C1=NC(=CC(=C1)C(F)(F)F)C)C (4S)-N-(3-chloro-4-fluorophenyl)-1-(2-hydroxypropyl)-N-methyl-3-(6-methyl-4-(trifluoromethyl)pyridin-2-yl)-2-oxoimidazolidine-4-carboxamide